N1CC(C1)O azacyclobutane-3-ol